6-bromo-5-fluoro-1,3-dihydro-2-benzofuran-1-ol BrC=1C(=CC2=C(C(OC2)O)C1)F